C(CCCCCCCC)(=O)C(CCCCCCCCC)O nonanoyl-decanol